S1C2=C(C=C1C1=NOCCS1=O)C=CC=C2 3-benzo[b]thiophene-2-yl-5,6-dihydro-1,4,2-oxathiazine-4-oxide